methylene-6-((5-isopropyl-1-(3-pyrrolidinyl)propylimidazol-4-yl)methylene)piperazine-2,5-dione C=C1C(NC(C(N1)=O)=CC=1N=C(NC1C(C)C)C(CC)C1CNCC1)=O